1-(5-(1-(2,2-difluoroethyl)-2-methyl-1H-imidazo[4,5-b]pyridin-6-yl)pyrrolo[2,1-f][1,2,4]triazin-2-yl)-N4,N4-dimethylcyclohexane-1,4-diamine FC(CN1C(=NC2=NC=C(C=C21)C=2C=CN1N=C(N=CC12)C1(CCC(CC1)N(C)C)N)C)F